CC(CN)CCCN 2-Methyl-pentamethylendiamin